N1C=CC2=CC=CC(=C12)CN1CCC(CC1)N1C(N(C2=C1C=CC=C2)CC2=C(C=C(C=C2)C=2OC(=NN2)C(F)F)F)=O 1-(1-((1H-indole-7-yl)methyl)piperidine-4-yl)-3-(4-(5-(difluoromethyl)-1,3,4-oxadiazole-2-yl)-2-fluorobenzyl)-1,3-dihydro-2H-benzo[d]imidazole-2-one